O=C1C(=CC(C2=CC=CC=C12)=O)N[C@@H](C(=O)NC1=C(C=CC(=C1)OC)OC)CC1=CC=CC=C1 (R)-2-((1,4-dioxo-1,4-dihydronaphthalen-2-yl)amino)-3-phenyl-N-(2,5-dimethoxyphenyl)-propionamide